NCC(CC[Si](OCC)(OCC)OCC)C 4-amino-3-methylbutyltriethoxysilane